3-chloro-2,4-difluoro-6-((4-fluoro-2-methyl-phenyl)amino)-benzoic acid ClC=1C(=C(C(=O)O)C(=CC1F)NC1=C(C=C(C=C1)F)C)F